2-(N,N-dimethylamino)-2-methyl-1-propanol CN(C)C(CO)(C)C